6-(4-(4H-1,2,4-triazol-3-yl)phenyl)-3-(cyclohexylmethyl)-3,4-dihydropyrazino[2,3-b]pyrazin N=1N=C(NC1)C1=CC=C(C=C1)C=1N=C2C(=NC1)N=CC(N2)CC2CCCCC2